(R)-2-((((9H-Fluoren-9-yl)methoxy)carbonyl)amino)-3-(4-(3-azidopropyl)piperazin-1-yl)-3-oxopropane-1-sulfonic acid C1=CC=CC=2C3=CC=CC=C3C(C12)COC(=O)N[C@@H](CS(=O)(=O)O)C(=O)N1CCN(CC1)CCCN=[N+]=[N-]